C1(CC1)CCNC(=O)N1CC2=C(C(=C(C=C2CC1)O)N1S(NC(C1)=O)(=O)=O)F N-(2-cyclopropylethyl)-8-fluoro-6-hydroxy-7-(1,1,4-trioxo-1λ6,2,5-thiadiazolidin-2-yl)-3,4-dihydroisoquinoline-2(1H)-carboxamide